di(4-((diisopropyl)amino)phenyl)phosphine chloride [Cl-].C(C)(C)N(C1=CC=C(C=C1)PC1=CC=C(C=C1)N(C(C)C)C(C)C)C(C)C